C(C)C(C(=O)[O-])CCCC.CC(CC(C)(C)C)(C)N1C=[N+](C=C1)C(CC(C)(C)C)(C)C 1,3-bis(1,1,3,3-tetramethylbutyl)imidazolium 2-ethylhexanoate